5-fluoro-3-oxoisoindoline-1-carboxylic acid methyl ester COC(=O)C1NC(C2=CC(=CC=C12)F)=O